C(C=C)(=O)OCCOP(=O)(O)[O-] acryloyloxyethylhydrogenphosphate